(S)-5-phenyl-6,7-dihydro-5H-pyrrolo[1,2-b][1,2,4]triazole-2-carboxylate C1(=CC=CC=C1)[C@@H]1CCC=2N1N=C(N2)C(=O)[O-]